C(C)(C)(C)OC(=O)N1CCC12CCN(CC2)C2=C(C=CC=C2[N+](=O)[O-])F.ClCC2=CC=C(C=C2)[Si](OC)(OC)OC 4-(chloromethyl)phenyl-trimethoxysilane tert-butyl-7-(2-fluoro-6-nitrophenyl)-1,7-diazaspiro[3.5]nonane-1-carboxylate